ClC1=C(OC2=C(C=NC(=C2)C(F)(F)F)C(=O)NC2=CC(=NC=C2)N(C)C)C=CC(=C1)OC(F)(F)F 4-[2-chloro-4-(trifluoromethoxy)phenoxy]-N-[2-(dimethylamino)-4-pyridinyl]-6-(trifluoromethyl)pyridine-3-carboxamide